C(CCCCCCCCCCCCCCCCC)N=C=NC1=CC=CC=C1 N-octadecyl-N'-phenylcarbodiimide